1-cyclohexyl-3-(5-(2-fluoro-5-((4-oxo-3,4-dihydrophthalazin-1-yl)methyl)phenyl)-1H-benzimidazol-2-yl)urea C1(CCCCC1)NC(=O)NC1=NC2=C(N1)C=CC(=C2)C2=C(C=CC(=C2)CC2=NNC(C1=CC=CC=C21)=O)F